ClC=1C(=C(C=CC1Cl)O)C(C1CCN(CC1)C(=O)[C@H]1CNCC1)O 3,4-Dichloro-2-[hydroxy([1-[(3R)-pyrrolidine-3-carbonyl]piperidin-4-yl])methyl]phenol